COC1=CC=C(CN(S(=O)(=O)C2=C(C=CC(=C2C=2N=NN(N2)CC2=CC=C(C=C2)OC)I)SCC(CNC(OC(C)(C)C)=O)O)CC2=CC=C(C=C2)OC)C=C1 tert-butyl (3-((2-(N,N-bis(4-methoxybenzyl)sulfamoyl)-4-iodo-3-(2-(4-methoxybenzyl)-2H-tetrazol-5-yl)phenyl)thio)-2-hydroxypropyl)carbamate